3-bromo-4-iodo-5-(trifluoromethyl)aniline tert-butyl-(S)-(1-(5-(3-fluoro-4-(piperidin-4-yl)phenyl)-3-methylthiophene-2-carbonyl)pyrrolidin-3-yl)carbamate C(C)(C)(C)N(C(O)=O)[C@@H]1CN(CC1)C(=O)C=1SC(=CC1C)C1=CC(=C(C=C1)C1CCNCC1)F.BrC=1C=C(N)C=C(C1I)C(F)(F)F